C(C)OC(=O)C(C(=O)OCC)=CC1=CC=C(C=C1)C=C(C(=O)OCC)C(=O)OCC diethyl α,α'-bis(ethoxycarbonyl)-1,4-benzenediacrylate